ClC(C(C)(C)C1=CC=C(CN2CCN(CC2)C(=O)OC(C)(C)C)C=C1)=O tert-Butyl 4-(4-(1-chloro-2-methyl-1-oxopropan-2-yl)benzyl)piperazine-1-carboxylate